gallium (trimethylgallium) C[Ga](C)C.[Ga]